C(=O)[O-] The molecule is a monocarboxylic acid anion that is the conjugate base of formic acid. Induces severe metabolic acidosis and ocular injury in human subjects. It has a role as a human metabolite and a Saccharomyces cerevisiae metabolite. It is a conjugate base of a formic acid.